C[NH+]1CN(CC=C1)C 1,3-dimethyl-1,4-dihydropyrimidinium